ClC1=C(C=C2C=NN(C2=C1)C1OCCCC1)[N+](=O)[O-] 6-chloro-5-nitro-1-tetrahydropyran-2-yl-indazole